2-((4-((4-(1-((5,6-bis(benzyloxy)pyrimidin-4-yl)methyl)-3-isopropyl-2-oxoimidazoline-4-yl)phenyl)ethynyl)benzyl)amino)acetamide C(C1=CC=CC=C1)OC=1C(=NC=NC1OCC1=CC=CC=C1)CN1C(N(C(C1)C1=CC=C(C=C1)C#CC1=CC=C(CNCC(=O)N)C=C1)C(C)C)=O